O=C1NC[C@@]2(C[C@H]12)COC1=NC=CC2=CC(=C(C=C12)OC(C)C)C(=O)N 1-{[(1s,5s)-4-oxo-3-azabicyclo[3.1.0]hex-1-yl]methoxy}-7-(prop-2-yloxy)isoquinoline-6-carboxamide